2,3-dihydroisoindole C1NCC2=CC=CC=C12